3-O-(2-O-(beta-D-glucosyl)-alpha-L-rhamnosyl)kaempferol [C@@H]1([C@H](O)[C@@H](O)[C@H](O)[C@H](O1)CO)O[C@H]1[C@@H](O[C@H]([C@@H]([C@H]1O)O)C)OC1=C(OC=2C=C(C=C(C2C1=O)O)O)C1=CC=C(O)C=C1